5-((4-(1-(1-(2-(2,6-dioxopiperidin-3-yl)-1,3-dioxoisoindolin-5-yl)pyrrolidine-3-carbonyl)piperidin-4-yl)phenyl)amino)-3-(piperidin-1-yl)-1,2,4-triazine-6-carboxamide O=C1NC(CCC1N1C(C2=CC=C(C=C2C1=O)N1CC(CC1)C(=O)N1CCC(CC1)C1=CC=C(C=C1)NC=1N=C(N=NC1C(=O)N)N1CCCCC1)=O)=O